O=C1[C@H]2CN(C[C@@H]1CC2)C(=O)OC(C)(C)C tert-butyl (1R,5S)-8-oxo-3-azabicyclo[3.2.1]octane-3-carboxylate